methyl (S)-2-methyl-5-(((trifluoromethyl)sulfonyl)oxy)-3,4-dihydroquinoline-1(2H)-carboxylate C[C@@H]1N(C2=CC=CC(=C2CC1)OS(=O)(=O)C(F)(F)F)C(=O)OC